[C@H]12CC(C[C@H](CC1)N2)N2N=CC(=C2C)C=2C=C(C=1N(C2)N=CC1C#N)SC1=C(C=C(C=C1)F)C#N 6-(1-((1R,3s,5S)-8-azabicyclo[3.2.1]octan-3-yl)-5-methyl-1H-pyrazol-4-yl)-4-((2-cyano-4-fluorophenyl)thio)pyrazolo[1,5-a]pyridine-3-carbonitrile